monolysinate hydrate O.N[C@@H](CCCCN)C(=O)O